C(CN(CC(=O)O)CC(=O)O)N(CC(=O)O)CC(=O)O.[Ca] Calcium Ethylenediaminetetraacetic acid